2,2-dimethyl-4-oxo-3,6,9,12-tetraoxapentadecane-15-oic acid CC(C)(OC(COCCOCCOCCC(=O)O)=O)C